C(C)N1C(C(=NC2=CC=CC=C12)C1=CC=C(C=C1)C)=O 1-ethyl-3-(p-tolyl)quinoxalin-2(1H)-one